(3-((3S,4S)-4-amino-3-methyl-2-oxa-8-azaspiro[4.5]decan-8-yl)-6-((8-chloro-2-(1H-pyrrol-2-yl)imidazo[1,2-a]pyridin-7-yl)thio)-5-methylpyrazin-2-yl)methanol hydrochloride Cl.N[C@@H]1[C@@H](OCC12CCN(CC2)C=2C(=NC(=C(N2)C)SC2=C(C=1N(C=C2)C=C(N1)C=1NC=CC1)Cl)CO)C